NC([C@H](C(C)C)NC([C@H](CCC(=O)OC(C)(C)C)NC([C@H](CC(C)C)NC(=O)[C@H]1N(CCC1)S(=O)(=O)C1=CC=C(C=C1)F)=O)=O)=O tert-Butyl (S)-5-(((S)-1-amino-3-methyl-1-oxobutan-2-yl)amino)-4-((S)-2-((S)-1-((4-fluorophenyl)sulfonyl)pyrrolidine-2-carboxamido)-4-methylpentanamido)-5-oxopentanoate